2-methoxy-6-(methoxymethoxy)-4-methyl-benzaldehyde COC1=C(C=O)C(=CC(=C1)C)OCOC